BrCCCCCOC1=CC=C(C=C1)[C@@H]1[C@@H](CCC2=CC(=CC=C12)O)C1=CC=CC=C1 (1S,2R)-1-[4-(5-bromopentoxy)phenyl]-2-phenyl-tetralin-6-ol